FC(C(=O)O)(F)F.O[C@@H](C(=O)N1CCN(CC1)C1=CC=C(C=N1)C=1C=2N(C=C(C1)OCCO)N=CC2C#N)C(C)C (R)-4-(6-(4-(2-hydroxy-3-methylbutanoyl)piperazin-1-yl)pyridin-3-yl)-6-(2-hydroxyethoxy)pyrazolo[1,5-a]pyridine-3-carbonitrile 2,2,2-trifluoroacetate